bis(sulfopropyl-sodium)-disulfide [S-][S-].S(=O)(=O)(O)CCC[Na].S(=O)(=O)(O)CCC[Na]